Tetraphenyl-Dimethyl-Disiloxane C1(=CC=CC=C1)[Si](O[Si](C)(C)C1=CC=CC=C1)(C1=CC=CC=C1)C1=CC=CC=C1